ethyl 3-methoxy-8,10-dioxo-3-azaspiro[5.5]undecane-11-carboxylate CON1CCC2(CC1)CC(CC(C2C(=O)OCC)=O)=O